(2S)-2-((2-((5-methoxy-7,7-dimethyl-5,7-dihydrofuro[3,4-b]pyridin-2-yl)amino)-5-(3-methyl-1,2,4-oxadiazol-5-yl)pyridin-4-yl)amino)-2-phenylethan-1-ol COC1OC(C2=NC(=CC=C21)NC2=NC=C(C(=C2)N[C@H](CO)C2=CC=CC=C2)C2=NC(=NO2)C)(C)C